(1R,3S,4R)-3-amino-4-((6-(2,6-dichloro-3,5-dimethoxyphenyl)quinazolin-2-yl)amino)-N,N-dimethylcyclopentane-1-carboxamide N[C@H]1C[C@H](C[C@H]1NC1=NC2=CC=C(C=C2C=N1)C1=C(C(=CC(=C1Cl)OC)OC)Cl)C(=O)N(C)C